4-styrenesulfonic acid tetrabutylammonium salt C(CCC)[N+](CCCC)(CCCC)CCCC.C=CC1=CC=C(C=C1)S(=O)(=O)[O-]